ClC1=CC=C2C=C(NC2=C1)C1OC=NN1C=O 2-(6-chloro-1H-indol-2-yl)-1,3,4-oxadiazol-3-carbaldehyde